ethyl (((6-hydroxy-5'-methyl-2'-(prop-1-en-2-yl)-4-propyl-[1,1'-biphenyl]-2-yl)oxy)methyl) carbonate C(OCC)(OCOC1=C(C(=CC(=C1)CCC)O)C1=C(C=CC(=C1)C)C(=C)C)=O